[γ-Maleimidobutyryloxy]succinimide tert-Butyl-7-(2-cyanophenyl)-2,7-diazaspiro[3.5]nonane-2-carboxylate C(C)(C)(C)OC(=O)N1CC2(C1)CCN(CC2)C2=C(C=CC=C2)C#N.C2(C=CC(N2CCCC(=O)OC2C(=O)NC(C2)=O)=O)=O